C1(CCC1)CS(=O)(C1=CC2=CN(N=C2C=C1)C=1C=NC=C(C1)F)=NCC (cyclobutylmethyl)(ethylimino)(2-(5-fluoropyridin-3-yl)-2H-indazol-5-yl)-lambda6-sulfanone